6-isopropoxy-N-(1-methyl-2-oxo-1,2-dihydropyridin-3-yl)-2-(1-methyl-2-oxabicyclo[2.2.1]hept-4-yl)-2H-indazole-5-carboxamide C(C)(C)OC=1C(=CC2=CN(N=C2C1)C12COC(CC1)(C2)C)C(=O)NC=2C(N(C=CC2)C)=O